C(C1=CC=CC=C1)NC(N(C1=CC=C(C=C1)C1=CC=C(C=C1)OC)[C@@H]1CC[C@H](CC1)NC1=NC=C(C=C1)C#N)=O 3-benzyl-1-(trans-4-((5-cyanopyridin-2-yl)amino)cyclohexyl)-1-(4'-methoxybiphenyl-4-yl)urea